(1S,2R)-2-(Toluene-4-sulfonyl)-cyclopentanecarboxylic acid benzothiazol-5-ylmethyl-(4,4-difluoro-cyclohexyl)-amide S1C=NC2=C1C=CC(=C2)CN(C(=O)[C@H]2[C@@H](CCC2)S(=O)(=O)C2=CC=C(C)C=C2)C2CCC(CC2)(F)F